(E)-2-(1-(4-(4-chlorophenoxy)benzylidene)-5-fluoro-2-methyl-1H-inden-3-yl)acetic acid ClC1=CC=C(OC2=CC=C(\C=C\3/C(=C(C4=CC(=CC=C34)F)CC(=O)O)C)C=C2)C=C1